CC1=C(C2=C(N=C(N=C2)SC)N(C1=O)CC1=NC=CC=C1)C#C[Si](C(C)C)(C(C)C)C(C)C 6-Methyl-2-(methylsulfanyl)-8-(pyridin-2-ylmethyl)-5-[2-(triisopropylsilyl)ethynyl]pyrido[2,3-d]pyrimidin-7-one